FC=1C=C(C=CC1N1[C@H]2CS(C[C@@H]1CC2)=O)N2C(O[C@H](C2)CNC(C)=O)=O N-(((5S)-3-(3-fluoro-4-((1R,5S)-3-oxo-3-thia-8-azabicyclo[3.2.1]oct-8-yl)phenyl)-2-oxo-oxazolidin-5-yl)methyl)acetamide